OCC=1C(=NC(=NC1)SC)NC1CCN(CC1)C(=O)OCCCC Butyl 4-((5-(hydroxymethyl)-2-(methylthio)pyrimidin-4-yl)amino)piperidine-1-carboxylate